(Z)-2-(((2-butyl-1-methyl-1H-benzo-[d]imidazol-6-yl)-oxy)methyl)-3-fluoroprop-2-en-1-amine 4-methyl-benzenesulfonate CC1=CC=C(C=C1)S(=O)(=O)O.C(CCC)C1=NC2=C(N1C)C=C(C=C2)OC\C(\CN)=C/F